C1OCC12CC(C2)C2=NNC(=C2)NC([C@H](C)C=2C=NN(C2)C2=CC(=CC(=C2)F)C(F)F)=O (R)-N-(3-(2-oxaspiro[3.3]heptan-6-yl)-1H-pyrazol-5-yl)-2-(1-(3-(difluoromethyl)-5-fluorophenyl)-1H-pyrazol-4-yl)propanamide